chlorodimethyl-[4,4,4-trifluoro-3,3-di(trifluoromethyl)butyl]silane Cl[Si](CCC(C(F)(F)F)(C(F)(F)F)C(F)(F)F)(C)C